6-(2-(tert-Butyl)-5-(6-methylpyridin-2-yl)-1H-imidazol-4-yl)quinoxaline C(C)(C)(C)C=1NC(=C(N1)C=1C=C2N=CC=NC2=CC1)C1=NC(=CC=C1)C